FC(C=1N=C(OC1C(=O)N1[C@H](C2=C(CC1)NC=N2)C2=NN1C(C=CC=C1C(F)(F)F)=C2)C2(CC2)O)F (R)-(4-(difluoromethyl)-2-(1-hydroxycyclopropyl)oxazol-5-yl)(4-(7-(trifluoromethyl)pyrazolo[1,5-a]pyridin-2-yl)-6,7-dihydro-1H-imidazo[4,5-c]pyridin-5(4H)-yl)methanone